ethyl 6-(4-(3-amino-6-chloropyridazin-4-yl)piperazin-1-yl)nicotinate NC=1N=NC(=CC1N1CCN(CC1)C1=NC=C(C(=O)OCC)C=C1)Cl